FC=1C=C(C=C(C1)F)[C@@H]1CC=NN1C(=O)N1CC(C1)OC1=CC(=NC=C1F)N1N=C(C(=C1)C(=O)N)C (S)-1-(4-((1-(5-(3,5-difluorophenyl)-4,5-dihydro-1H-pyrazole-1-carbonyl)azetidin-3-yl)oxy)-5-fluoropyridin-2-yl)-3-methyl-1H-pyrazole-4-carboxamide